O=C1NC(CCC1N1C(C2=CC=C(C=C2C1=O)N1CCC(CC1)NCC1=CC=C(C=C1)NC1=NC=C(C(=N1)OC1=C2C(N(CC2=CC=C1)C)=O)C(F)(F)F)=O)=O 2-(2,6-dioxopiperidin-3-yl)-5-(4-((4-((4-((2-methyl-3-oxoisoindolin-4-yl)oxy)-5-(trifluoromethyl)pyrimidin-2-yl)amino)benzyl)amino)piperidin-1-yl)isoindoline-1,3-dione